NC(CN1CCC(CC1)NC(=O)C1=NC2=CC=C(C=C2C=C1)Cl)COC1=CC(=C(C=C1)Cl)F N-(1-(2-amino-3-(4-chloro-3-fluorophenoxy)propyl)piperidin-4-yl)-6-chloroquinoline-2-carboxamide